[4-(6-chloro-9-ethyl-1-methyl-9H-pyrido[3,4-b]indol-8-yl)-pyrazol-1-yl]-ethanol ClC=1C=C2C3=C(N(C2=C(C1)C=1C=NN(C1)C(C)O)CC)C(=NC=C3)C